C(N)(=O)C=1C(=NN2C1N=CC=C2C2C(CN(CC2)C(=O)OC(C)(C)C)(C)C)C2=CC=C(C=C2)OC2=CC=CC=C2 tert-butyl 4-(3-carbamoyl-2-(4-phenoxyphenyl) pyrazolo[1,5-a]pyrimidin-7-yl)-3,3-dimethylpiperidine-1-carboxylate